tert-butyl ((3S,4R)-4-(trifluoromethoxy)piperidin-3-yl)carbamate FC(O[C@H]1[C@H](CNCC1)NC(OC(C)(C)C)=O)(F)F